C(C)(=O)[O-].[K+].BrC1=C2C(=C(N=C1)Cl)NN=C2 4-bromo-7-chloro-1H-pyrazolo[3,4-c]pyridine Potassium Acetate